methylene(2,7-di-tertbutylfluorenyl)(fluorenyl)hafnium C=[Hf](C1=CC=CC=2C3=CC=CC=C3CC12)C1=C(C=CC=2C3=CC=C(C=C3CC12)C(C)(C)C)C(C)(C)C